4-((2R,5S)-5-((4-Cyanophenoxy)methyl)-2-(trifluoromethyl)oxazolidin-3-yl)-2-(trifluoromethyl)benzonitril C(#N)C1=CC=C(OC[C@@H]2CN([C@H](O2)C(F)(F)F)C2=CC(=C(C#N)C=C2)C(F)(F)F)C=C1